isooctyl mercaptopropionate SC(C(=O)OCCCCCC(C)C)C